FC1=CC(=CC2=C1CN([C@H](CO2)C2=CC=CC=C2)C(C(C)(C)C)=O)C2=NOC(=N2)C(F)(F)F (S)-1-(6-fluoro-3-phenyl-8-(5-(trifluoromethyl)-1,2,4-oxadiazol-3-yl)-2,3-dihydrobenzo[f][1,4]oxazepin-4(5H)-yl)-2,2-dimethylpropan-1-one